P(O)(O)O.C(C)(C)(C)C1=C(C=CC(=C1)C(C)(C)C)O.C(C)(C)(C)C1=C(C=CC(=C1)C(C)(C)C)O.C(C)(C)(C)C1=C(C=CC(=C1)C(C)(C)C)O tris-(2,4-di-tert-butylphenol) phosphite